C(C1=CC=CC=C1)OC(=O)C=1C(N(C2=NC=C(C=C2C1O)C1=CC=C(C=C1)OC)CCN1CCOCC1)=O 4-hydroxy-6-(4-methoxyphenyl)-1-(2-morpholinoethyl)-2-oxo-1,2-dihydro-1,8-naphthyridine-3-carboxylic acid benzyl ester